4-hydroxy-1-methyl-3-[4-(naphthalen-1-yl(phenyl)amino)benzoyl]quinolin OC1=C(CN(C2=CC=CC=C12)C)C(C1=CC=C(C=C1)N(C1=CC=CC=C1)C1=CC=CC2=CC=CC=C12)=O